(R)-2-(2,5-difluoro-3-isopropyl-6-methoxyphenyl)-2-((R)-3-((5-(4-methoxy-5,6,7,8-tetrahydro-1,8-naphthyridin-2-yl)pentyl)oxy)pyrrolidin-1-yl)acetic acid FC1=C(C(=C(C=C1C(C)C)F)OC)[C@H](C(=O)O)N1C[C@@H](CC1)OCCCCCC1=NC=2NCCCC2C(=C1)OC